tert-Butyl 4-(1-(4-chlorophenyl)-2-((5-cyanopyridin-2-yl)methyl)-7-fluoro-1-((1-(hydroxymethyl)cyclopropyl)methoxy)-3-oxoisoindoline-5-carbonyl)piperidine-1-carboxylate ClC1=CC=C(C=C1)C1(N(C(C2=CC(=CC(=C12)F)C(=O)C1CCN(CC1)C(=O)OC(C)(C)C)=O)CC1=NC=C(C=C1)C#N)OCC1(CC1)CO